O=C1NC2=C(SC3=C1C=CC=C3)C=CC(=C2)C(=O)NCC2=CN=C(S2)SCC(=O)O 2-((5-((11-oxo-10,11-dihydrodibenzo[b,f][1,4]thiazepine-8-carboxamido)methyl)thiazol-2-yl)thio)acetic acid